Cl.NC(CNS(=O)(=O)C1=C(C=C(C(=C1)N1C(N(C(=CC1=O)C(F)(F)F)C)=O)F)Cl)CC N-(2-aminobutyl)-2-chloro-4-fluoro-5-(3-methyl-2,6-dioxo-4-(trifluoromethyl)-3,6-dihydropyrimidin-1(2H)-yl)benzenesulfonamide hydrochloride